benzyl 4-[4-benzyloxy-6-fluoro-1-(4-fluorophenyl)-2-(2-hydroxy-1,1-dimethyl-ethyl)indol-3-yl]benzoate C(C1=CC=CC=C1)OC1=C2C(=C(N(C2=CC(=C1)F)C1=CC=C(C=C1)F)C(CO)(C)C)C1=CC=C(C(=O)OCC2=CC=CC=C2)C=C1